ClC1=C(C=CC=C1)CC(=O)NC1=CC(=C(C=C1)N1N=CC(=C1)C(=O)N(C)C1CC1)S(N)(=O)=O 1-(4-{[(2-Chlorophenyl)acetyl]amino}-2-sulfamoylphenyl)-N-cyclopropyl-N-methyl-1H-pyrazole-4-carboxamide